N[C@@H]1C2=CC=C(C=C2CC12CCN(CC2)C=2C(NC(=CN2)SC2=C(C(=CC=C2)Cl)Cl)=O)OC (S)-3-(1-amino-5-methoxy-1,3-dihydrospiro[indene-2,4'-piperidin]-1'-yl)-6-((2,3-dichlorophenyl)thio)pyrazin-2(1H)-one